FC1(C2CCN(CC12)C1=C(C(=O)O)C=CC(=C1)[N+](=O)[O-])F 2-(7,7-difluoro-3-azabicyclo[4.1.0]heptane-3-yl)-4-nitrobenzoic acid